(tri-t-butylphosphino)(2'-amino-1,1'-biphenyl-2-yl)palladium C(C)(C)(C)P(C(C)(C)C)(C(C)(C)C)[Pd]C1=C(C=CC=C1)C1=C(C=CC=C1)N